C1(CC1)NC(C1=C(C=C(C(=C1)C=1C=NC(=C(C1)C=1C=NN(C1)C)N[C@H](CO)C)C)F)=O (S)-N-cyclopropyl-2-fluoro-5-(6-((1-hydroxypropan-2-yl)amino)-5-(1-methyl-1H-pyrazol-4-yl)pyridin-3-yl)-4-methylbenzamide